N-((3aS,4R,6S,6aR)-6-(((tert-butyldimethylsilyl)oxy)(3,4-difluorophenyl)methyl)-2,2-dimethyltetrahydro-4H-cyclopenta[d][1,3]dioxol-4-yl)-7H-pyrrolo[2,3-d]pyrimidin-4-amine [Si](C)(C)(C(C)(C)C)OC([C@H]1C[C@H]([C@H]2[C@@H]1OC(O2)(C)C)NC=2C1=C(N=CN2)NC=C1)C1=CC(=C(C=C1)F)F